C(C1=CC=CC=C1)C1C[C@@H]2[C@@H](CN(C2)CC(=O)C2=CC=C(C=C2)O)C1 2-[(3aR,5R,6aS)-5-benzyl-octahydrocyclopenta[c]pyrrol-2-yl]-1-(4-hydroxyphenyl)ethan-1-one